N-(2-((Methylamino)methyl)benzyl)-N-((2S)-1-oxo-1-((2'-oxo-1,1',2',3-tetrahydrospiro[indene-2,3'-pyrrolo[2,3-b]pyridin]-5-yl)amino)propan-2-yl)pivalamide CNCC1=C(CN(C(C(C)(C)C)=O)[C@H](C(NC=2C=C3CC4(C(NC5=NC=CC=C54)=O)CC3=CC2)=O)C)C=CC=C1